C1([C@H](O)[C@@H](O)[C@H](O)CO1)Cl xylosylchloride